1-[(R)-7-(4-fluorobenzoyl)-8-methyl-3-(3-methyl-1,2,4-thiadiazol-5-yl)-5,6,7,8-tetrahydroimidazo[1,5-a]pyrazin-1-yl]-4-hydroxypiperidin-2-one FC1=CC=C(C(=O)N2[C@@H](C=3N(CC2)C(=NC3N3C(CC(CC3)O)=O)C3=NC(=NS3)C)C)C=C1